methylvinyl-bis(3-methyl-1-butyn-3-oxy)silane CC=C[SiH](OC(C#C)(C)C)OC(C#C)(C)C